FC([C@@H](N)C1=CC=CC=C1)F (S)-2,2-difluoro-1-phenylethan-1-amine